2-acetylcyclopentanoate C(C)(=O)C1C(CCC1)C(=O)[O-]